tert-butyl 4-bromo-12-fluoro-8,13-dihydro-[1,2,4]triazolo[4',3':1,6]pyrido[3,2-b]benzo[f][1,4]oxazonine-14(7H)-carboxylate BrC1=CC=2OCCC3=C(CN(C2N2C1=NN=C2)C(=O)OC(C)(C)C)C(=CC=C3)F